[1-(1-naphthyl)prop-2-ynyl]propane-2-sulfinamide C1(=CC=CC2=CC=CC=C12)C(C#C)CC(C)S(=O)N